N2-[2-(4,4-Dimethyl-1-piperidinyl)-3-methylphenyl]-N5,N5-dimethylthiophene-2,5-disulfonamide CC1(CCN(CC1)C1=C(C=CC=C1C)NS(=O)(=O)C=1SC(=CC1)S(=O)(=O)N(C)C)C